COC(C1=NC=C(C(=C1)N1C(N(C(CC1)=O)CC1=CC=C(C=C1)OC)=O)C)=O.N=1N=CN2C=NC(=CC21)OC2=C(C=C(C=C2)NC2=NC=NC1=CC=CC=C21)C 4-((4-([1,2,4]triazolo[4,3-c]pyrimidin-7-yloxy)-3-methylphenyl)amino)quinazoline Methyl-4-(3-(4-methoxybenzyl)-2,4-dioxotetrahydropyrimidin-1(2H)-yl)-5-methylpicolinate